9,10-Pentacosadiene CCCCCCCCC=C=CCCCCCCCCCCCCCC